E-5-chloro-3-cyclopropyl-1-((2-(trimethylsilyl)ethoxy)methyl)-1H-pyrazolo[4,3-b]pyridine-7-carbaldehyde ClC1=CC(=C2C(=N1)C(=NN2COCC[Si](C)(C)C)C2CC2)C=O